[(1S)-2-[[(1S)-2-amino-2-oxo-1-[[(3S)-2-oxo-3-piperidyl]methyl]ethyl]amino]-1-(cyclopropylmethyl)-2-oxo-ethyl]-7-chloro-1H-indole-2-carboxamide NC([C@H](C[C@H]1C(NCCC1)=O)NC([C@H](CC1CC1)N1C(=CC2=CC=CC(=C12)Cl)C(=O)N)=O)=O